ClC1=NC=C(C(=N1)C=1C=NN(C1)C1CCNCC1)Cl 2,5-dichloro-4-[1-(4-piperidyl)pyrazol-4-yl]pyrimidine